3-endo-{8-[2-(cyclohexylmethylamino)ethyl]-8-azabicyclo[3.2.1]oct-3-yl}benzamide bisTFA salt OC(=O)C(F)(F)F.OC(=O)C(F)(F)F.C1(CCCCC1)CNCCN1C2CC(CC1CC2)C=2C=C(C(=O)N)C=CC2